C(CCCCCCCCCCCCCCCCCCCCCCC)(=O)N[C@@H](CO)[C@H](O)\C=C\CCCCCCCCCCCCC N-Lignoceroylsphingosine